N1=C(C=CC=C1)C1=CC=C(C=C1)B1OC(C)(C)C(C)(C)O1 (4-(pyridin-2-yl)phenyl)boronic acid pinacol ester